4-(p-methoxyphenyl)but-3-en-2-one COC1=CC=C(C=C1)C=CC(C)=O